C12CNCC2C1C(=N)N 3-azabicyclo[3.1.0]hexane-6-carboxamidine